CC1=CC(=NC2=CC=CC=C12)C1OCCC1 4-methyl-2-(tetrahydrofuran-2-yl)quinoline